p-hydroxybenzenecarboxylic acid OC1=CC=C(C=C1)C(=O)O